C(C1=CC=CC=C1)OC(=O)C1CCN(CC1)C1C[C@H]2CC[C@@H](C1)N2C2=NC(=NO2)C(F)(F)F 1-((1r,3r,5s)-8-(3-(trifluoromethyl)-1,2,4-oxadiazol-5-yl)-8-azabicyclo[3.2.1]Octane-3-yl)piperidine-4-carboxylic acid benzyl ester